3-(2-fluoro-3-((N-methylsulfamoyl)amino)benzyl)-6-methyl-2-oxo-3,4-dihydro-2H-benzo[e][1,3]oxazin-7-yl dimethylcarbamate CN(C(OC1=CC2=C(CN(C(O2)=O)CC2=C(C(=CC=C2)NS(NC)(=O)=O)F)C=C1C)=O)C